C(\C=C\C(=O)O)(=O)O.[2H]C(N(C)C)(CC1=CNC2=CC=C(C=C12)OC)[2H] α,α-dideutero-5-Methoxydimethyltryptamine Fumarate